ClC1=C(C=C2C=C(N=CC2=C1)NC(=O)C1C(C1)C=1C=NN(C1)C)C(C)C N-(7-chloro-6-isopropylisoquinolin-3-yl)-2-(1-methyl-1H-pyrazol-4-yl)cyclopropane-1-carboxamide